C(C)(=O)OC=1C=C2C=CCC2=CC1 5-indenyl acetate